C(C)[C@H]1OC2=C(CN(C1)CC1=CC=C(C=C1)OC)N=CC=C2 (2R)-2-ethyl-4-(4-methoxybenzyl)-2,3,4,5-tetrahydropyrido[2,3-f][1,4]oxazepine